4-[1-[4-[(1S)-1-aminoethyl]phenyl]-3-methyl-butyl]piperazine-1-carboxylic acid tert-butyl ester C(C)(C)(C)OC(=O)N1CCN(CC1)C(CC(C)C)C1=CC=C(C=C1)[C@H](C)N